CC(CC[C@@H](C(=O)O)NCC1=C(C=NC=C1)C)(C)C (2S)-5,5-dimethyl-2-{[(3-methylpyridin-4-yl)methyl]amino}hexanoic acid